germainium [GeH2+]1=CC=CC=C1